N(=[N+]=[N-])C1=CC=C(CO)C=C1 p-Azido-Benzyl Alcohol